(3R)-3-amino-5-[(4-chlorophenyl)methyl]-8-fluoro-7-[5-[2-(hydroxymethyl)tetrahydrofuran-2-yl]-1,2,4-oxadiazol-3-yl]-1,1-dioxo-2,3-dihydro-1lambda6,5-benzothiazepin-4-one N[C@H]1CS(C2=C(N(C1=O)CC1=CC=C(C=C1)Cl)C=C(C(=C2)F)C2=NOC(=N2)C2(OCCC2)CO)(=O)=O